2-benzyl-1-prop-2-ynyl-ethylenimine C(C1=CC=CC=C1)C1N(C1)CC#C